(S)-2-((2-amino-5-(3-(quinuclidin-4-yl)-1,2,4-oxadiazol-5-yl)pyridin-4-yl)amino)-2-(4-fluorophenyl)ethan-1,1-d2-1-ol NC1=NC=C(C(=C1)N[C@H](C(O)([2H])[2H])C1=CC=C(C=C1)F)C1=NC(=NO1)C12CCN(CC1)CC2